C(C)(C)(C)C=1C=C(C=CC1)CO (3-tert-butylphenyl)methanol